N-(4-cyanophenyl)-5-methylisoxazol-4-carboxamide C(#N)C1=CC=C(C=C1)NC(=O)C=1C=NOC1C